rac-benzyl {[(6S,7S)-3-chloro-6-methyl-6,7-dihydro-5H-cyclopenta[b]pyridin-7-yl]methyl}carbamate ClC=1C=C2C(=NC1)[C@@H]([C@H](C2)C)CNC(OCC2=CC=CC=C2)=O |r|